(2S)-N-[4-(3-chlorophenoxy)-3-sulfamoylphenyl]-2-phenylpropionamide ClC=1C=C(OC2=C(C=C(C=C2)NC([C@@H](C)C2=CC=CC=C2)=O)S(N)(=O)=O)C=CC1